4-fluoro-1-(triisopropylsilyl)-1H-pyrrolo[2,3-b]pyridine FC1=C2C(=NC=C1)N(C=C2)[Si](C(C)C)(C(C)C)C(C)C